NC(=O)C1=CC=CC2=CN(N=C12)C1=CC=C(C=C1)NC(=O)C1CCCC1 (1r,3s)-3-[({4-[7-(aminocarbonyl)-2H-indazol-2-yl]phenyl}amino)carbonyl]cyclopentane